N-(1H-benzimidazol-2-ylmethyl)-7-bromo-2-(morpholin-4-yl)imidazo[2,1-f][1,2,4]triazin-4-amine N1C(=NC2=C1C=CC=C2)CNC2=NC(=NN1C2=NC=C1Br)N1CCOCC1